C1(=CCCCC1)P(O)(=O)C1CCCCC1 cyclohexenyl-cyclohexyl-phosphinic acid